CC1(OCCO1)CCC[C@@H](CCC[C@@H](CCCC(C)C)C)C 2-methyl-2-((4R,8R)-4,8,12-trimethyltridecyl)-1,3-dioxolane